OC=1C=C(C=O)C=C(C1O)[N+](=O)[O-] (6S)-3,4-Dihydroxy-5-nitrobenzaldehyde